3-({5-chloro-4-[(3,4,5-trifluorobenzyl)amino]pyrimidin-2-yl}amino)-N-(piperidin-3-yl)benzamide ClC=1C(=NC(=NC1)NC=1C=C(C(=O)NC2CNCCC2)C=CC1)NCC1=CC(=C(C(=C1)F)F)F